N-[3-[1-(1H-1,3-benzodiazol-2-yl)imidazo[1,5-a]pyrazin-6-yl]-2,4-difluorophenyl]-5-fluoro-2-methoxypyridine-3-sulfonamide N1C(=NC2=C1C=CC=C2)C=2N=CN1C2C=NC(=C1)C=1C(=C(C=CC1F)NS(=O)(=O)C=1C(=NC=C(C1)F)OC)F